ClC1=CC=C(CN2C=NC3=NC=C(C=C32)C=3C(=NOC3C)C)C=C1 4-(1-(4-chlorobenzyl)-1H-imidazo[4,5-b]pyridin-6-yl)-3,5-dimethylisoxazole